ethyl 1-(methylsulfonamido)-1H-imidazole-5-carboxylate CS(=O)(=O)NN1C=NC=C1C(=O)OCC